ClC1=C(C(=CC(=C1)F)F)NC=1N(C2=NC(=NC=C2N1)N[C@H]1[C@@H](COCC1)C)C1CCC(CC1)(C(=O)OCC)C (1S,4s)-Ethyl 4-(8-((2-chloro-4,6-difluorophenyl)amino)-2-(((3S,4R)-3-methyltetrahydro-2H-pyran-4-yl)amino)-9H-purin-9-yl)-1-methylcyclohexanecarboxylate